BrC1=CC=C2N=CC=3N(C2=C1)C(=NN3)N3CC(NC(C3)C)C 8-bromo-1-((2R,6S)-3,5-dimethyl-piperazine-1-yl)-[1,2,4]triazolo[4,3-a]quinoxaline